tert-butyl (2-((3-amino-4-(cyclohexylamino)phenyl)sulfonamido)ethyl)(methyl)carbamate NC=1C=C(C=CC1NC1CCCCC1)S(=O)(=O)NCCN(C(OC(C)(C)C)=O)C